6-(2,8-dimethylimidazo[1,2-b]pyridazin-6-yl)-2-(piperidin-4-yl)-1,8-naphthyridine CC=1N=C2N(N=C(C=C2C)C=2C=C3C=CC(=NC3=NC2)C2CCNCC2)C1